C(#N)CC1(C(CN(CC1)CC=1C=NC(=CC1)C1=CC=CC=C1)F)N1N=C(C(=C1)C(=O)N)NC(=O)C1CC1 1-[4-(cyanomethyl)-3-fluoro-1-[(6-phenyl-3-pyridyl)methyl]-4-piperidyl]-3-(cyclopropanecarbonylamino)pyrazole-4-carboxamide